stearyl alcohol phosphate potassium salt [K+].P(=O)([O-])([O-])OCCCCCCCCCCCCCCCCCC.[K+]